(2-fluoro-4-(pyridin-2-ylcarbamoyl)phenyl)boronic acid FC1=C(C=CC(=C1)C(NC1=NC=CC=C1)=O)B(O)O